(2S,3R,3aS,6aR)-2-(((tert-butyl-dimethyl-silyl)oxy)methyl)octahydrocyclopenta[b]pyrrol-3-ol C(C)(C)(C)[Si](OC[C@H]1[C@@H]([C@@H]2[C@H](N1)CCC2)O)(C)C